2-[3-(6-methyl-2-pyridyl)-1H-pyrazol-4-yl]-7-[rac-(3aS,6aS)-2,3,3a,4,6,6a-hexahydro-1H-pyrrolo[2,3-c]pyrrol-5-yl]-1,5-naphthyridine CC1=CC=CC(=N1)C1=NNC=C1C1=NC2=CC(=CN=C2C=C1)N1C[C@@H]2[C@H](C1)CCN2 |r|